CC=1NC(=C(CC1C(=O)OCC)C(=O)OCC)C 2,6-dimethyl-3,5-bis(ethoxycarbonyl)-1,4-dihydropyridine